N1=CC=C(C=C1)CN1N=C(C=C1)C1CCC2=CC(=CC=C12)C(=O)N (1-(Pyridin-4-ylmethyl)-1H-pyrazol-3-yl)-2,3-dihydro-1H-indene-5-carboxamide